4-(2-hydroxy-3-p-tolylaminopropyl)-1,3-dihydroimidazole-2-thione OC(CC=1NC(NC1)=S)CNC1=CC=C(C=C1)C